N1C(NC2=C1C=CC=C2)=O 1H-1,3-benzodiazole-2-one